SC=C sulfhydryl-ethylene